ClC=1C=C2C3=CC=CC4=CC=CC(C2=CC1)=C43 8-Chlorofluoranthene